(R)-3-(chlorodifluoromethyl)-6-(6-((1,1,1-trifluoropropan-2-yl)oxy)pyridin-3-yl)-[1,2,4]triazolo[4,3-a]pyrazine ClC(C1=NN=C2N1C=C(N=C2)C=2C=NC(=CC2)O[C@@H](C(F)(F)F)C)(F)F